C1(=CC=C(C=C1)N(C1=CC=C(C(=O)C=2CN(C3=CC=CC=C3C2O)C)C=C1)C1=CC=C(C=C1)C)C 3-[4-(dip-tolylamino)benzoyl]-4-hydroxy-1-methylquinolin